OCC1(CCCCC1)N(C(OC(C)(C)C)=O)C tert-Butyl (1-(hydroxymethyl)cyclohexyl)(methyl)carbamate